Cl.BrC1=C(CCN)C=CC(=C1F)Cl (2-bromo-4-chloro-3-fluorobenzyl)methanamine hydrochloride